N(CC(=O)O)CC(=O)[O-].[K+] monopotassium iminodiacetate salt